[N+](=O)([O-])SC1=C(C=CC=C1)N1C(CC(CC1(C)C)=O)(C)C 1-(2-nitrothiophenyl)-2,2,6,6-tetramethylpiperidin-4-one